(R)-3-Hydroxy-1-methyl-3-(3-(2-(2-methyl-1H-pyrrolo[2,3-b]pyridin-3-yl)thiazol-4-yl)phenyl)pyrrolidin-2-one O[C@@]1(C(N(CC1)C)=O)C1=CC(=CC=C1)C=1N=C(SC1)C1=C(NC2=NC=CC=C21)C